[S].[Ni].[S] sulfur nickel sulfur